3-(5-chloro-2-hydroxy-4-methylphenyl)-4-fluoro-N-(2-hydroxyethyl)-N-methylbenzamide ClC=1C(=CC(=C(C1)C=1C=C(C(=O)N(C)CCO)C=CC1F)O)C